{4-[7-(1-Acetylpiperidin-4-yl)-4-aminopyrrolo[2,1-f][1,2,4]triazin-5-yl]-3-fluorophenyl}-1-(4-fluorophenyl)-2-oxo-1,2-dihydropyridine-3-carboxamide C(C)(=O)N1CCC(CC1)C1=CC(=C2C(=NC=NN21)N)C2=C(C=C(C=C2)C2=C(C(N(C=C2)C2=CC=C(C=C2)F)=O)C(=O)N)F